7-{5-[(3S)-3-[(4-fluorophenyl)methyl]piperidine-1-carbonyl]-2,6-dimethylpyridin-3-yl}-5-(trifluoromethyl)pyrrolo[2,1-f][1,2,4]triazin-4-amine FC1=CC=C(C=C1)C[C@H]1CN(CCC1)C(=O)C=1C=C(C(=NC1C)C)C1=CC(=C2C(=NC=NN21)N)C(F)(F)F